tert-butyl 4-(4-(8-amino-10-benzyl-11-oxo-10,11-dihydro-5H-dibenzo[b,e][1,4]diazepin-2-yl)phenyl)piperazine-1-carboxylate NC=1C=CC2=C(N(C(C3=C(N2)C=CC(=C3)C3=CC=C(C=C3)N3CCN(CC3)C(=O)OC(C)(C)C)=O)CC3=CC=CC=C3)C1